OC1=C(C(=O)N)C=CC(=C1)CN1C=C(C2=CC=CC=C12)CCNC(CC(C)(C)C)=O hydroxy-4-((3-(2-(3,3-dimethylbutyramido)ethyl)-1H-indol-1-yl)methyl)benzamide